3-((4-tert-butyl)benzoyl)-7-methoxycoumarin C(C)(C)(C)C1=CC=C(C(=O)C=2C(OC3=CC(=CC=C3C2)OC)=O)C=C1